4-((N-cyclopropyl-3-oxo-3,4-dihydro-2H-benzo[b][1,4]oxazine-7-carboxamido)methyl)-2-fluorobenzoic acid C1(CC1)N(C(=O)C=1C=CC2=C(OCC(N2)=O)C1)CC1=CC(=C(C(=O)O)C=C1)F